FC(C1=CC=C(C=C1)N1C(N([C@@H](C1)C#N)C1=CN=CC2=CC=CC=C12)=O)F (S)-1-(4-(difluoromethyl)phenyl)-3-(isoquinolin-4-yl)-2-oxoimidazoline-4-carbonitrile